2-[(METHOXYCARBONYL)AMINO]PROPANOIC ACID COC(=O)NC(C(=O)O)C